ClC=1C=C2C=C(NC2=CC1OCC=1N=CSC1)CNC(=O)C1CC12CCC2 N-((5-chloro-6-(thiazol-4-ylmethoxy)-1H-indol-2-yl)methyl)spiro[2.3]hexane-1-carboxamide